ClC1=CC(=C(C=C1)C1=CC(=CN2C1=NC(=C(C2=O)C)C)N2CC(O[C@@H](C2)C=2C=NN(C2)C)(C)C)F (R)-9-(4-chloro-2-fluorophenyl)-7-(2,2-dimethyl-6-(1-methyl-1H-pyrazol-4-yl)morpholino)-2,3-dimethyl-4H-pyrido[1,2-a]pyrimidin-4-one